(S)-2-((R)-2-oxo-4-propyl-pyrrolidine-1-yl)butyramide Methyl-(E)-3-(7-(cyclopentylamino)-5-(ethoxymethyl)-2-phenyl-1H-indol-3-yl)acrylate COC(\C=C\C1=C(NC2=C(C=C(C=C12)COCC)NC1CCCC1)C1=CC=CC=C1)=O.O=C1N(C[C@@H](C1)CCC)[C@H](C(=O)N)CC